NC1=NC=C(C2=C1C(=C(N2C)C2=CC=C(C=C2)NC(C(=C)F)=O)C2=CC(=C(C(=O)NCC(F)(F)F)C=C2)F)C#CCOC2CN(C2)C 4-(4-amino-2-{4-[(2-fluoroacrylamido)]phenyl}-1-methyl-7-{3-[(1-methylazetidin-3-yl)oxy]prop-1-ynyl}pyrrolo[3,2-c]pyridin-3-yl)-2-fluoro-N-(2,2,2-trifluoroethyl)benzamide